5-bromo-1-cyclopropyl-4-fluoro-1,3-dihydrobenzo[c]isothiazole 2,2-dioxide BrC1=C(C2=C(N(S(C2)(=O)=O)C2CC2)C=C1)F